CC1CC(C1)(C1=NN=CN1C)C=1C=C(C=NC1)NC(=O)C1=CC=C2C(=N1)C=CN2 N-{5-[(1r,3S)-3-methyl-1-(4-methyl-1,2,4-triazol-3-yl)cyclobutyl]pyridin-3-yl}-1H-pyrrolo[3,2-b]pyridine-5-carboxamide